3-chloro-2-(5,5-diphenyl-5H-dibenzo[b,d]silol-3-yl)pyridine ClC=1C(=NC=CC1)C=1C=CC2=C([Si](C3=C2C=CC=C3)(C3=CC=CC=C3)C3=CC=CC=C3)C1